[(2R)-2,5,7,8-tetramethyl-2-[(4R,8R)-4,8,12-trimethyltridecyl]chroman-6-yl] acetate C(C)(=O)OC=1C(=C2CC[C@](OC2=C(C1C)C)(CCC[C@@H](CCC[C@@H](CCCC(C)C)C)C)C)C